CC=1C=C(C=CC1N1CCN(CC1)C)C=1C2=C(NN1)CN(C2)C#N 3-(3-Methyl-4-(4-methylpiperazin-1-yl)phenyl)-4,6-dihydro-pyrrolo[3,4-c]pyrazole-5(1H)-carbonitrile